1-(2,6-dichlorophenyl)-4-((4-(thiomorpholine-4-carbonyl)phenyl)amino)-1H-pyrazole-3-carboxamide ClC1=C(C(=CC=C1)Cl)N1N=C(C(=C1)NC1=CC=C(C=C1)C(=O)N1CCSCC1)C(=O)N